(1-methoxy-4,8-dimethyl-1,7-nonadienyl)-sulphonylbenzene COC(=CCC(CCC=C(C)C)C)S(=O)(=O)C1=CC=CC=C1